C(C)(C)(C)NS(=O)(=O)C1=CC=2CN(CCC2S1)C(=O)OC(C)(C)C tert-butyl 2-(N-(tert-butyl)sulfamoyl)-6,7-dihydrothieno[3,2-c]pyridine-5(4H)-carboxylate